C(C1=CC=CC=C1)N1C(=CN2C1SC1=C2C=CC=C1)C1=CC=C(C=C1)C(NC)=O N-benzyl-2-(4-(methylcarbamoyl)phenyl)benzo[d]imidazo[2,1-b]thiazole